1,3-dimethyl-imidazole bis(trifluoromethanesulfonyl)imide salt [N-](S(=O)(=O)C(F)(F)F)S(=O)(=O)C(F)(F)F.CN1CN(C=C1)C